[N+](=O)([O-])C1=CC=C(NCCO)C=C1 para-nitroanilineethanol